10,12-dimethyl-myristic acid CC(CCCCCCCCC(=O)O)CC(CC)C